NC(C(O)C=1C=NN(C1)CC1=CC=CC=C1)C 2-amino-1-(1-benzylpyrazol-4-yl)propan-1-ol